CN1N=NC(=C1C=1C=C2C(=NC1F)N=C(S2)N2C(=CC=C2C)C)C 6-(1,4-Dimethyl-1H-1,2,3-triazol-5-yl)-2-(2,5-dimethyl-1H-pyrrol-1-yl)-5-fluorothiazolo[4,5-b]pyridine